FC1=CC=C(C=C1)C1=NN(C=C1B1OC(C(O1)(C)C)(C)C)COCC[Si](C)(C)C (4-Fluorophenyl)-4-(4,4,5,5-tetramethyl-1,3,2-dioxaborolan-2-yl)-1-((2-(trimethylsilyl)ethoxy)methyl)-1H-pyrazole